3-(2,2-difluorocyclopropyl)-4-(hydroxyimino)isoxazol-5(4H)-one FC1(C(C1)C1=NOC(C1=NO)=O)F